CNS(=O)(=O)CCNCC1CN(C2=CC=CC=C2C1)C1=CC=C(C=C1)C(F)(F)F N-methyl-2-(((1-(4-(trifluoromethyl)phenyl)-1,2,3,4-tetrahydroquinolin-3-yl)methyl)amino)ethane-1-sulfonamide